OC1=C(C=CC=C1)B(O)O 2-hydroxy-benzeneboronic acid